S(=O)(=O)(C1=CC=C(C)C=C1)C(CC1=CC=CC=C1)O tosyl-2-phenylethanol